IC1C(=O)NC1=O iodomalonimide